CC(C1=CC=CC=C1)N1SC=C(C1=O)Br 2-(S)-α-methylbenzyl-4-bromo-4-isothiazolin-3-one